(E)-3-(4-(6-(((1S,4S,5R)-2-azabicyclo[2.2.1]heptan-5-yl)(methyl)amino)pyridazin-3-yl)-3-hydroxyphenyl)-N-methylacrylamide [C@@H]12NC[C@@H]([C@@H](C1)N(C1=CC=C(N=N1)C1=C(C=C(C=C1)/C=C/C(=O)NC)O)C)C2